N-[(1S)-1-[4-(5-cyclopropyl-1,3,4-oxadiazol-2-yl)phenyl]ethyl]-2,5,6-trimethyl-pyrimidin-4-amine C1(CC1)C1=NN=C(O1)C1=CC=C(C=C1)[C@H](C)NC1=NC(=NC(=C1C)C)C